4-[[2-[4-(2-acetyl-5-chloro-phenyl)-2-oxo-5-(tridecylmethoxy)-1-pyridinyl]-3-phenyl-propionyl]amino]benzoic acid C(C)(=O)C1=C(C=C(C=C1)Cl)C1=CC(N(C=C1OCCCCCCCCCCCCCC)C(C(=O)NC1=CC=C(C(=O)O)C=C1)CC1=CC=CC=C1)=O